7-benzyl-3-methyl-2,3,6,7,8,9-hexahydroimidazo[1,2-a]pyrido[3,4-e]pyrimidin-5(1H)-one C(C1=CC=CC=C1)N1CC=2C(N=C3N(C2CC1)CCN3C)=O